O1N=CN=C1C1=CC=C(C=C1)[C@H](C)NC(C(C)(N1C[C@@H](CC1)OC1=CC(=CC=C1)C(F)(F)F)C)=O N-((S)-1-(4-(1,2,4-Oxadiazol-5-yl)phenyl)ethyl)-2-methyl-2-((R)-3-(3-(trifluoromethyl)phenoxy)pyrrolidin-1-yl)propanamide